C1(CCCC1)CC=1NC(=NN1)C(=O)NC1=NC=NC(=C1)C1=C(C=CC(=C1)OCCCC(C)(C)O)C(F)(F)F 5-(cyclopentylmethyl)-N-(6-(5-((4-hydroxy-4-methylpentyl)oxy)-2-(trifluoromethyl)phenyl)pyrimidin-4-yl)-4H-1,2,4-triazole-3-carboxamide